5-(1H-pyrazol-4-yl)-2-{6-[(3S,5R)-3,4,5-trimethylpiperazin-1-yl]pyridazin-3-yl}pyridin-3-ol N1N=CC(=C1)C=1C=C(C(=NC1)C=1N=NC(=CC1)N1C[C@@H](N([C@@H](C1)C)C)C)O